C(=C\C1=CC=CC=C1)/S(=O)(=O)Cl.N1=NC=C(C=C1)C(=N)N pyridazine-4-carboxamidine compound with trans-styrylsulfonyl chloride